[Mg].[Pb].[In].[Pb] lead indium-lead magnesium